C(C)(=O)OC1C(CCCC12CC(C(C2)(C)C)(C)C)(C)C (2,2,3,3,9,9-hexamethylspiro[4.5]dec-10-yl) acetate